OC=1C=2N(C=C(C1)NCC(C)C)N=CC2C#N 4-hydroxy-6-(isobutylamino)pyrazolo[1,5-a]pyridine-3-carbonitrile